7-(5-chloropyrimidin-2-yl)-2-azaspiro[3.5]nonane ClC=1C=NC(=NC1)C1CCC2(CNC2)CC1